C[N+](C)(C)C[C@H](O)CC(=O)[O-] DL-carnitine hydrochloride